1-(4-cyano-2-(2,3,5-trichlorophenyl)oxazol-5-yl)-3-(3-(dimethylamino)propyl)-1-methylurea hydrochloride Cl.C(#N)C=1N=C(OC1N(C(=O)NCCCN(C)C)C)C1=C(C(=CC(=C1)Cl)Cl)Cl